N1N=C(C=2C1=CN=CC2)C2=CC=C1CCN(C1=C2)C(=O)OC(C)(C)C tert-butyl 6-{1H-pyrazolo[3,4-c]pyridin-3-yl}-2,3-dihydroindole-1-carboxylate